2-({3-Chloro-2-[(4-chloro-2,6-difluorophenyl)methoxy]-5,6,7,8-tetrahydro-1,7-naphthyridin-7-yl}methyl)-1-{[(2S)-oxetan-2-yl]methyl}-1H-1,3-benzodiazole-6-carboxylic acid ClC=1C(=NC=2CN(CCC2C1)CC1=NC2=C(N1C[C@H]1OCC1)C=C(C=C2)C(=O)O)OCC2=C(C=C(C=C2F)Cl)F